ClC=1SC(=C(N1)C1=CC=C(C=C1)F)C#N 2-Chloro-4-(4-fluoro-phenyl)-thiazole-5-carbonitrile